C1=COCCC1 Oxacyclohexaene